N-[6-[5-[(1S)-1-[[6-chloro-8-(trifluoromethyl)quinazolin-4-yl]amino]ethyl]-1,2,4-triazol-1-yl]pyrimidin-4-yl]-N-methyl-propanamide ClC=1C=C2C(=NC=NC2=C(C1)C(F)(F)F)N[C@@H](C)C1=NC=NN1C1=CC(=NC=N1)N(C(CC)=O)C